ethyl 6-tert-butyl-9-[1-(2-hydroxypropyl)-1H-pyrazol-4-yl]-10-methoxy-2-oxo-6,7-dihydro-2H-pyrido[2,1-a]isoquinoline-3-carboxylate C(C)(C)(C)C1N2C(C3=CC(=C(C=C3C1)C=1C=NN(C1)CC(C)O)OC)=CC(C(=C2)C(=O)OCC)=O